COC1=CC=C(C=C1)C1=CC2=C(N=C3N(C2=O)CCC3)O1 2-(4-methoxyphenyl)-7,8-dihydrofuro[2,3-d]pyrrolo[1,2-a]pyrimidin-4(6H)-one